C(CCCCCCC\C=C/C\C=C/CCCCC)OCCC 1-(cis,cis-9,12-octadecadienoxy)propane